(±)-trans-N-[8-amino-6-(4-methyl-3-pyridyl)-2,7-naphthyridin-3-yl]-2-(1-methylpyrazol-4-yl)cyclopropanecarboxamide NC=1N=C(C=C2C=C(N=CC12)NC(=O)[C@H]1[C@@H](C1)C=1C=NN(C1)C)C=1C=NC=CC1C |r|